tert-butyl (cis)-2-(3-fluoro-4-(7-((3-(4-fluoropiperidin-1-yl)propyl)carbamoyl)benzo[d]imidazo[2,1-b]thiazol-2-yl)phenyl)-4-methoxypyrrolidine-1-carboxylate FC=1C=C(C=CC1C=1N=C2SC3=C(N2C1)C=CC(=C3)C(NCCCN3CCC(CC3)F)=O)[C@@H]3N(C[C@@H](C3)OC)C(=O)OC(C)(C)C